C1(CC1)C1=NC=2N(C=C1OC)N=CC2C=2C(=NC=C(C2)F)N[C@H]2CNC[C@@H]2F (5-cyclopropyl-6-methoxypyrazolo[1,5-a]pyrimidin-3-yl)-5-fluoro-N-((3S,4S)-4-fluoropyrrolidin-3-yl)pyridin-2-amine